O1CCC(CC1)CCCCOCCCCCC(=O)N 6-(4-(tetrahydro-2H-pyran-4-yl)butoxy)hexanamide